C(C)(C)(C)OC(=O)N1CCC2(CCN2C)CC1 1-methyl-1,7-diazaspiro[3.5]nonane-7-carboxylic acid tert-butyl ester